BrC1=C(C=C(C=C1)NC(=O)[C@@H](C(C)(C)C)NC(OC(C)(C)C)=O)CC tert-Butyl N-[(1R)-1-[(4-bromo-3-ethyl-phenyl)carbamoyl]-2,2-dimethyl-propyl]carbamate